C(C1=CC=CC=C1)S(=O)C1=CC=C2C(=CNC2=C1)S(=O)(=O)NC1=C(C=C(C(=C1)F)Cl)F 6-(benzylsulfinyl)-N-(4-chloro-2,5-difluorophenyl)-1H-indole-3-sulfonamide